C(C)(=O)C1=CN(C2=CC=CC=C12)CC(=O)N(C1CC1)CC(=O)NCC1=C(C(=CC=C1)Cl)F 3-acetyl-1-(2-((2-((3-chloro-2-fluorobenzyl)amino)-2-oxoethyl)(cyclopropyl)amino)-2-oxoethyl)-1H-indole